(1r,4r)-4-(3-(4-Methoxyphenyl)-1,2,4-oxadiazol-5-yl)-N-((1-methyl-5-oxopyrrolidin-3-yl)methyl)cyclohexane-1-carboxamide COC1=CC=C(C=C1)C1=NOC(=N1)C1CCC(CC1)C(=O)NCC1CN(C(C1)=O)C